tert-Butyl 6-[[(1R)-1-(3,6-dimethyl-4-oxo-2-phenyl-chromen-8-yl)ethyl]amino]-2,3-difluoro-benzoate CC1=C(OC2=C(C=C(C=C2C1=O)C)[C@@H](C)NC1=CC=C(C(=C1C(=O)OC(C)(C)C)F)F)C1=CC=CC=C1